ClC=1C(N(N=CC1NC[C@H]1COCCC1)C1CCN(CC1)[C@@H](C)C1=C(C=CC=C1F)F)=O 4-chloro-2-(1-((S)-1-(2,6-difluorophenyl)ethyl)piperidin-4-yl)-5-(((S)-tetrahydro-2H-pyran-3-yl)methylamino)pyridazin-3(2H)-one